sodium furansulfonate O1C(=CC=C1)S(=O)(=O)[O-].[Na+]